FC(CN1N=CC=2C1=NC(=CN2)N2CCC1(C(N(C(N1CC)=O)C1=NC=CC(=C1)C(F)(F)F)=O)CC2)F 8-(1-(2,2-difluoroethyl)-1H-pyrazolo[3,4-b]pyrazin-6-yl)-1-ethyl-3-(4-(trifluoromethyl)pyridin-2-yl)-1,3,8-triazaspiro[4.5]decane-2,4-dione